[C@@H]1(C[C@H](CCC1)OC1=NC=C(C(=N)N)C=C1)OC1=NC=C(C(=N)N)C=C1 6,6'-(((1R,3S)-cyclohexane-1,3-diyl)bis(oxy))bis-nicotinamidine